2-(4-methoxyphenyl)-5-methyloxazole-4-carboxylic acid COC1=CC=C(C=C1)C=1OC(=C(N1)C(=O)O)C